8-fluoro-7-(7-fluoro-8-((triisopropylsilyl)ethynyl)naphthalen-1-yl)-1,6-naphthyridine-2,4-diol FC=1C(=NC=C2C(=CC(=NC12)O)O)C1=CC=CC2=CC=C(C(=C12)C#C[Si](C(C)C)(C(C)C)C(C)C)F